ClC1=C(C=C(C=C1)C(CNC1CCC(CC1)C(=O)N1CCCCC1)C1=CC=CC=C1)C=1C(=CC=C(C1F)OCCOC)C(=O)N 2'-chloro-6-fluoro-5-(2-methoxyethoxy)-5'-(1-phenyl-2-(((1r,4r)-4-(piperidine-1-carbonyl)cyclohexyl)amino)ethyl)-[1,1'-biphenyl]-2-carboxamide